2-chloro-9-isopropyl-N-(2-(trifluoromethyl)pyridin-4-yl)-9H-purin-6-amine ClC1=NC(=C2N=CN(C2=N1)C(C)C)NC1=CC(=NC=C1)C(F)(F)F